Cl.C(C)N(CCNC(=O)C1=C(NC(=C1C)\C=C\1/C(N(C2=CC=C(C=C12)F)C(CN)=O)=O)C)CC (Z)-N-(2-(diethylamino)ethyl)-5-((5-fluoro-1-glycyl-2-oxoindol-3-ylidene)methyl)-2,4-dimethyl-1H-pyrrole-3-carboxamide hydrochloride salt